5-chloro-6-methylpyrazine-2-carbaldehyde ClC=1N=CC(=NC1C)C=O